MORPHOLIN-4-YL-ACETIC ACID N1(CCOCC1)CC(=O)O